1-(4-(piperazin-1-yl)-3-trifluoromethylphenyl)-8-(pyridin-3-yl)-imidazo[1,5-a]quinoxalin-4(5H)-one N1(CCNCC1)C1=C(C=C(C=C1)C1=NC=C2N1C1=CC(=CC=C1NC2=O)C=2C=NC=CC2)C(F)(F)F